tert-Butyl-3-oxopiperidine methyl-2-((1s,4s)-4-(tosyloxy)cyclohexyl)acetate COC(CC1CCC(CC1)OS(=O)(=O)C1=CC=C(C)C=C1)=O.C(C)(C)(C)N1CC(CCC1)=O